NC=1C(=C(C=CC1)C1=C(C(=CC=C1)C1=CC=C(C(=N1)OC)CN(C1CCC(CC1)C(=O)OC)C)Cl)C methyl (1r,4r)-4-(((6-(3'-amino-2-chloro-2'-methyl-[1,1'-biphenyl]-3-yl)-2-methoxypyridin-3-yl)methyl)(methyl)amino)cyclohexane-1-carboxylate